N2,N2,N6,N6-tetrakis(2-methoxyethyl)-4-(4-methoxypiperidin-1-yl)-8-morpholinopyrimido[5,4-d]pyrimidine-2,6-diamine COCCN(C=1N=C(C2=C(N1)C(=NC(=N2)N(CCOC)CCOC)N2CCOCC2)N2CCC(CC2)OC)CCOC